C(C)(=O)N1CCC(CC1)NC1=NC=C(C(=N1)C=1C=C(C(=O)O)C=CC1)F 3-(2-((1-acetylpiperidin-4-yl)amino)-5-fluoropyrimidin-4-yl)benzoic acid